(5-((2,6-dichlorophenyl)ethynyl)-2,3-dihydro-1H-inden-1-yl)piperidine-4-carboxylic acid ClC1=C(C(=CC=C1)Cl)C#CC=1C=C2CCC(C2=CC1)N1CCC(CC1)C(=O)O